5-acetyl-4-(benzo[b]thiophen-3-yl)-2-(2-methoxy-2-oxoethyl)-6-methyl-1,4-dihydropyridine-3-carboxylic acid methyl ester COC(=O)C1=C(NC(=C(C1C=1C2=C(SC1)C=CC=C2)C(C)=O)C)CC(=O)OC